tert-butyl (5-((2-(1,3-dioxoisoindolin-2-yl)ethyl)sulfonyl)-5-azaspiro[2.5]octan-8-yl)carbamate O=C1N(C(C2=CC=CC=C12)=O)CCS(=O)(=O)N1CC2(CC2)C(CC1)NC(OC(C)(C)C)=O